rac-3-amino-3-(pyridin-2-yl)propanenitrile hydrochloride Cl.N[C@H](CC#N)C1=NC=CC=C1 |r|